ClC=1C(=C(C(NN1)=O)C1=CC=CC=C1)Cl Dichlorophenyl-pyridazinone